FC1=C(C(=CC=C1)F)C1=NC=2C(=NNC2C=2C=C(N=C(C2N1)C)N1C(CN(CC1)CCF)C)C 8-(2,6-difluorophenyl)-13-[4-(2-fluoroethyl)-2-methyl-piperazin-1-yl]-5,11-dimethyl-3,4,7,9,12-pentazatricyclo[8.4.0.02,6]tetradeca-1(10),2(6),4,7,11,13-hexaene